1-(3,4-difluorophenyl)-6-(7-(3,5-dimethylisoxazol-4-yl)-3-(4-hydroxythiazol-2-yl)imidazo[1,2-a]pyridin-2-yl)piperidin-2-one FC=1C=C(C=CC1F)N1C(CCCC1C=1N=C2N(C=CC(=C2)C=2C(=NOC2C)C)C1C=1SC=C(N1)O)=O